FC1=C(C=CC(=C1)C=1N(N=CC1)C)CNC1=NC=NC2=C1SC=1N=NC(=C(C12)C)C N-[[2-fluoro-4-(2-methylpyrazol-3-yl)phenyl]methyl]-3,4-dimethyl-pyrimido[4',5':4,5]thieno[2,3-c]pyridazin-8-amine